C(C)(C)(C)OC1=NC=C(C(=N1)OC(C)(C)C)C=1C=C(C=2N(N1)C=CN2)NCCOC 6-(2,4-di-tert-butoxypyrimidin-5-yl)-N-(2-methoxyethyl)imidazo[1,2-b]pyridazin-8-amine